3-FLUORO-5-(((1R,2S,2aS)-1,2,3,3,4,4-HEXAFLUORO-2A-HYDROXY-2,2A,3,4-TETRAHYDRO-1H-CYCLOPENTA[CD]INDEN-7-YL)-OXY)-BENZONITRILE FC=1C=C(C#N)C=C(C1)OC1=CC=C2C=3[C@]([C@@H]([C@@H](C13)F)F)(C(C2(F)F)(F)F)O